bi-phenyl-2-ol C=1(C(=CC=CC1)O)C1=CC=CC=C1